2-(thiophen-2-yl)ethanol S1C(=CC=C1)CCO